C(C)(C)(C)C1=CC2(C(C(=NO2)C2=CC=C(C=C2)[N+](=O)[O-])C2=CC=CC=C2)C=C(C1=O)C(C)(C)C 7,9-di-tert-butyl-3-(4-nitrophenyl)-4-phenyl-1-oxa-2-azaspiro[4.5]deca-2,6,9-trien-8-one